FC1=C(C(=CC(=C1)C1=NC=CC=C1)OCC1=CC=C(C=C1)OC)N1CC(NS1(=O)=O)=O 5-[2-fluoro-6-[(4-methoxyphenyl)methoxy]-4-(2-pyridinyl)phenyl]-1,1-dioxo-1,2,5-thiadiazolidin-3-one